NC=1N=C2N(C(N1)=O)C=CN2 2-aminoimidazo[1,2-a]1,3,5-triazin-4(8H)-one